methyl 3-(2,6-dichlorophenyl)-5-cyclopropylisoxazole-4-carboxylate ClC1=C(C(=CC=C1)Cl)C1=NOC(=C1C(=O)OC)C1CC1